Ethyl (4-methyl-5-(4-oxo-3,4-dihydrophthalazin-1-yl)-1H-benzimidazol-2-yl)carbamate CC1=C(C=CC=2NC(=NC21)NC(OCC)=O)C2=NNC(C1=CC=CC=C21)=O